CC=1C(C2=CC=CC(=C2C1)Br)C dimethyl-4-bromoindene